Cl.N=1N=C(NC1)COC1=C(C=C(C=C1)C1=CC(=CC=2N(C(N(C21)C)=O)CC(=O)NC2=CC=C(C=C2)F)C(F)(F)F)F 2-(4-(4-((4H-1,2,4-triazol-3-yl)methoxy)-3-fluorophenyl)-3-methyl-2-oxo-6-(trifluoromethyl)-2,3-dihydro-1H-benzo[d]imidazol-1-yl)-N-(4-fluorophenyl)acetamide hydrochloride